N1C=C(C2=CC=CC=C12)CCNC1=NC(=NC2=C1OCCN2)C=2C(=NC=CC2)O 3-(4-((2-(1H-indol-3-yl)ethyl)amino)-7,8-dihydro-6H-pyrimido[5,4-b][1,4]oxazin-2-yl)pyrid-2-ol